ethyl-4-(3-aminopyrazin-2-yl)butanoic acid C(C)C(C(=O)O)CCC1=NC=CN=C1N